BETA-PHENYLETHANOL C1(=CC=CC=C1)CCO